O=S1(CCN(CC1)CCCOC1=C2C(=C3C(=CC=NC3=C1)OC1=C(C=C(C=C1)NC(=O)C=1C(N(C=CC1OCC)C1=CC=C(C=C1)F)=O)F)OCCO2)=O N-(4-((5-(3-(1,1-dioxidothiomorpholino)propoxy)-2,3-dihydro-[1,4]dioxino[2,3-f]quinolin-10-yl)oxy)-3-fluorophenyl)-4-ethoxy-1-(4-fluorophenyl)-2-oxo-1,2-dihydropyridine-3-carboxamide